4-hydroxy-6,7-dimethyl-2-[2-(oxetan-3-yl)-4-pyridyl]phthalazin-1-one OC1=NN(C(C2=CC(=C(C=C12)C)C)=O)C1=CC(=NC=C1)C1COC1